C=1(OC=C2COCCC21)B2OC(C(O2)(C)C)(C)C 2-(6,7-dihydro-4H-furo[3,4-c]pyran-1-yl)-4,4,5,5-tetramethyl-1,3,2-dioxaborolane